ClC=1C=CC(=C(C1)C1=NNC=C1C=1N=C2C=C(C=NC2=CC1)NC1CCN(CC1)C)F 6-[3-(5-chloro-2-fluoro-phenyl)-1H-pyrazol-4-yl]-N-(1-methyl-4-piperidyl)-1,5-naphthyridine-3-amine